1-ethyl-6,8-difluoro-7-(3-methyl-4-acetyl-piperazine-1-yl)-quinoline C(C)N1CC=CC2=CC(=C(C(=C12)F)N1CC(N(CC1)C(C)=O)C)F